FC(N1CS(C=C1)=S)F N-difluoromethylthiazolethione